C(=O)OC1=C(C2=CC=CC=C2C=C1)CC1=C(C=CC2=CC=CC=C12)OCCN(CC)CC ((2-(2-(diethylamino)ethoxy)naphthalen-1-yl)methyl)naphthalen-2-ol formate